FC(C(=O)O)(F)F.FC1=CC=C(C(=N1)C(=C)C)CN1N=CC(=C1)CN (1-((6-fluoro-2-(prop-1-en-2-yl)pyridin-3-yl)methyl)-1H-pyrazol-4-yl)methylamine trifluoroacetate salt